2-(4-(2-(imidazo[1,2-a]pyridin-6-yl)-3-isopropyl-1H-indol-5-yl)piperidin-1-yl)-N,N-dimethylacetamide N=1C=CN2C1C=CC(=C2)C=2NC1=CC=C(C=C1C2C(C)C)C2CCN(CC2)CC(=O)N(C)C